1-ethyl-N-(1-ethyl-1H-1,2,4-triazol-3-yl)-5-methoxy-1H-imidazo[4,5-b]pyridine-6-carboxamide C(C)N1C=NC2=NC(=C(C=C21)C(=O)NC2=NN(C=N2)CC)OC